COC1=C(C=CC(=C1)OC)CN(S(=O)(=O)C1=C(C=CC=C1OC)OC)C1=NOC2=C1C(=CC(=C2)[C@H](C=2OC=CN2)O)OC |r| rac-N-[(2,4-dimethoxyphenyl)methyl]-N-{6-[hydroxy(1,3-oxazol-2-yl)methyl]-4-methoxy-1,2-benzooxazol-3-yl}-2,6-dimethoxybenzene-1-sulfonamide